fluoro-1-methyl-5-(5-((1-(trifluoromethyl)cyclopropyl)ethynyl)-3,4-dihydro-1,7-naphthyridin-1(2H)-yl)-[1,2,4]Triazolo[4,3-a]Quinazoline FC1=C2C(=NC=3N(C2=CC=C1)C(=NN3)C)N3CCCC1=C(C=NC=C31)C#CC3(CC3)C(F)(F)F